4,4',4''-methanetriyltris(2-methylaniline) C(C1=CC(=C(N)C=C1)C)(C1=CC(=C(N)C=C1)C)C1=CC(=C(N)C=C1)C